C1(=CC=CC=C1)C1=NC2=CC=CC=C2C(N1)=O 2-phenylquinazolin-4(3H)-one